(1S,3aR,6aS)-N-((S)-1-amino-1-oxo-3-((S)-2-oxopiperidin-3-yl)propan-2-yl)-5,5-difluorooctahydrocyclopenta[c]pyrrole-1-carboxamide hydrobromide Br.NC([C@H](C[C@H]1C(NCCC1)=O)NC(=O)[C@H]1NC[C@H]2[C@@H]1CC(C2)(F)F)=O